(1r,2s)-2-(3-amino-1H-indazol-6-yl)-5'-methoxyspiro[cyclopropan-1,3'-indolin]-2'-one NC1=NNC2=CC(=CC=C12)[C@@H]1C[C@@]12C(NC1=CC=C(C=C21)OC)=O